FC=1C=C(C=CC1)C=1C=C2C=CN=C(C2=CN1)NCC=1C=CC=NC1 5-(((6-(3-fluorophenyl)-2,7-naphthyridin-1-yl)amino)methyl)pyridin